methylene-bis(2-isopropyl-6-methylaniline) C(NC1=C(C=CC=C1C)C(C)C)NC1=C(C=CC=C1C)C(C)C